OC1=C(C(=CC=C1)OC)/C=C/C(=O)C1=CC=CC=C1 (E)-3-(2-hydroxy-6-methoxyphenyl)-1-phenyl-2-propen-1-one